C(C=1C(O)=CC=CC1)=NCC(C)N=CC=1C(O)=CC=CC1 N,N'-disalicylidene-1,2-propanediamine